OC(C)C1C=2C=CC=NC2CCN1C(=O)OC(C)(C)C tert-butyl 5-(1-hydroxyethyl)-7,8-dihydro-5H-1,6-naphthyridine-6-carboxylate